6-amino-3,5-dibromopyridazin-4(1H)-one NC1=C(C(C(=NN1)Br)=O)Br